FC=1C=CC(=NC1)OC1=C(C=C(C=C1)NC(=O)C1(CC(C1)OC)C(=O)N)C ((4-((5-fluoropyridin-2-yl)oxy)-3-methylphenyl)carbamoyl)-3-methoxycyclobutanecarboxamide